BrC1=CC=CC=2N(C(NC21)=O)[C@H]2CC[C@H](CC2)C(=O)NC2=CC(=CC=C2)Cl (cis)-4-(4-bromo-2-oxo-2,3-dihydro-1H-1,3-benzodiazol-1-yl)-N-(3-chlorophenyl)cyclohexane-1-carboxamide